3-(5-((4-(4-((1S,2R)-6-hydroxy-2-phenyl-1,2,3,4-tetrahydronaphthalen-1-yl)phenyl)piperazine-1-yl)methyl)-1-oxoisoindolin-2-yl)piperidine-2,6-dione OC=1C=C2CC[C@H]([C@H](C2=CC1)C1=CC=C(C=C1)N1CCN(CC1)CC=1C=C2CN(C(C2=CC1)=O)C1C(NC(CC1)=O)=O)C1=CC=CC=C1